C1[C@H]2N(CCN1C=1N=NC(=CN1)C1=C(C=C(C=C1)C=1C=NNC1)O)CCC2 2-{3-[(8aS)-hexahydropyrrolo[1,2-a]pyrazin-2(1H)-yl]-1,2,4-triazin-6-yl}-5-(1H-pyrazol-4-yl)phenol